(E)-1-Bromo-4-(2-isocyanovinyl)benzene BrC1=CC=C(C=C1)\C=C\[N+]#[C-]